1-[(7R)-3-bromo-2,5-dimethoxy-7-bicyclo[4.2.0]octa-1(6),2,4-trienyl]-N-[(2-methoxyphenyl)methyl]methanamine BrC1=C(C=2C[C@H](C2C(=C1)OC)CNCC1=C(C=CC=C1)OC)OC